(2S,3S)-2,3-dihydro-3-hydroxy-2-(4-trifluoromethylphenyl)-1,5-benzothiazepin-4(5H)-one O[C@@H]1[C@@H](SC2=C(NC1=O)C=CC=C2)C2=CC=C(C=C2)C(F)(F)F